ClC1=C(C(=O)NC2=C3C=NN(C3=CC=C2)C2=CC=C(C=C2)C(F)(F)F)C=C(C=C1)CNC(=O)C1(CC1)C#N 2-chloro-5-({[(1-cyanocyclopropyl)carbonyl]amino}methyl)-N-{1-[4-(trifluoromethyl)phenyl]-1H-indazol-4-yl}Benzamide